ethyl 2-((4-fluoro-2-methylphenyl)amino)-6-(trifluoro-methyl)-benzoate FC1=CC(=C(C=C1)NC1=C(C(=O)OCC)C(=CC=C1)C(F)(F)F)C